FC=1C(=C(C=C2C=CC(=CC12)C1CCN(CC1)CCN1CCC(CC1)C1=CC2=C(N(C(N2C)=O)C2C(NC(CC2)=O)=O)C=C1)O)N1S(NC(C1)=O)(=O)=O 3-[5-[1-[2-[4-[8-fluoro-6-hydroxy-7-(1,1,4-trioxo-1,2,5-thiadiazolidin-2-yl)-2-naphthyl]-1-piperidyl]ethyl]-4-piperidyl]-3-methyl-2-oxo-benzimidazol-1-yl]piperidine-2,6-dione